O1C(CCCC1)N1N=CC2=CC=CC=C12 N-(tetrahydro-2H-pyran-2-yl)indazole